C(C)OC(=O)C=1C(=C2C(=NC1)NC=C2)NC2CCC(CC2)C 4-((4-Methylcyclohexyl)amino)-1H-pyrrolo[2,3-b]pyridine-5-carboxylic acid ethyl ester